FC1=C(C=CC=C1)S(=O)(=O)/C=C/CNC(=O)C=1C(NC=2CCN(CC2C1)C(=O)OC(C)(C)C)=O tert-butyl 3-([(2E)-3-(2-fluorobenzenesulfonyl)prop-2-en-1-yl]carbamoyl)-2-oxo-1,2,5,6,7,8-hexahydro-1,6-naphthyridine-6-carboxylate